2,2'-Azobis(2-methylpropionnitrile) N(=NC(C#N)(C)C)C(C#N)(C)C